(R)-1-(((R)-tert-butylsulfinyl)amino)-5-methyl-1,3-dihydrospiro[indene-2,4'-piperidine]-1'-carboxylic acid tert-butyl ester C(C)(C)(C)OC(=O)N1CCC2(CC1)[C@H](C1=CC=C(C=C1C2)C)N[S@](=O)C(C)(C)C